C1=NC2=C(N1)C(=O)N=CN2O The molecule is an oxopurine that is 3,9-dihydro-6H-purine which is substituted by an oxo group at position 6 and in which the hydrogen attached to the nitrogen at position 3 is replaced by a hydroxy group. It is a major component of Schreckstoff, an alarm pheromone found in fish. It has a role as an alarm pheromone and a metabolite. It is a member of hydroxylamines, an oxopurine and a member of purine N-oxides.